NC1=CC=C(C(=C1C(=O)N(C)C)F)C=1C(=C2C(=NC1)NC[C@]21C[C@H](CC1)CO)Cl 6-Amino-3-((1R,3S)-4'-chloro-3-(hydroxymethyl)-1',2'-dihydrospiro[cyclopentane-1,3'-pyrrolo[2,3-b]pyridin]-5'-yl)-2-fluoro-N,N-dimethylbenzamide